[Mo]=S.[Co] cobalt-molybdenum sulfide